CC(C)C(C(C)(C)C)C1=CC=C(C=C1)OC1=CC=C(C=C1)C(C(C)C)C(C)(C)C p-(2,4,4-trimethylpentan-3-yl)phenyl ether